1,3-oxazol-2-carboxamide O1C(=NC=C1)C(=O)N